Cl.ClC1=C(C=CC=C1C1=CC(=CC=C1)Cl)[C@@]1(CC(N(C(N1)=N)[C@@H]1C[C@@H]([C@H](CC1)O)C)=O)C |o1:22,24,25| (6S)-6-[2-Chloro-3-(3-chloro-phenyl)phenyl]-3-[(1S*,3S*,4S*)-4-hydroxy-3-methylcyclohexyl]-2-imino-6-methylhexahydro-pyrimidin-4-one hydrochloride